CCOCCCCC 3-oxaoctane